2-[chlorocarbonyl-(methyl)amino]acetic acid ethyl ester C(C)OC(CN(C)C(=O)Cl)=O